ClC=1C=C(C(=O)OC)C=C(C1)F methyl 3-chloro-5-fluorobenzoate